ClC1=C(C=CC(=C1)Cl)N1C(SC2=C1C=CC(=C2)OC)=O 3-(2,4-dichlorophenyl)-6-methoxybenzothiazol-2(3H)-one